NCCCCCC(=O)OC1=CC(=C(C(=O)OC)C=C1)C#CCN methyl 4-((6-aminohexanoyl)oxy)-2-(3-aminoprop-1-yn-1-yl)benzoate